FC1=C(C(=O)N([C@H]2CNCCC2)C2=NC=CC3=C(C=CC(=C23)C)F)C=CC(=C1)C=1N=NN(C1)C (R)-2-fluoro-N-(5-fluoro-8-methylisoquinolin-1-yl)-4-(1-methyl-1H-1,2,3-triazol-4-yl)-N-(piperidin-3-yl)benzamide